ClC1=C2C(=NC=C1C=1C=C(C=CC1)C1C(NCCC1)=O)NCC21CC1 3-(3-(4'-Chloro-1',2'-dihydrospiro[cyclopropane-1,3'-pyrrolo[2,3-b]pyridin]-5'-yl)phenyl)piperidin-2-one